tert-Butyl (S)-10-((4-chloro-2-oxopyridin-1(2H)-yl)methyl)-10-methoxy-7-azaspiro[4.5]decane-7-carboxylate ClC1=CC(N(C=C1)C[C@@]1(CCN(CC12CCCC2)C(=O)OC(C)(C)C)OC)=O